C(C)O[Y] ethoxyyttrium